C[C@@]12[C@H](CC[C@H]1[C@@H]1CCC3=CC(=CC=C3[C@H]1CC2)O)O (17beta)-estra-1(10),2,4-triene-3,17-diol